NC1=C2C(=NC=N1)N(N=C2C2=CC=C(C=C2)OC2=CC=CC=C2)C2CCC(CC2)CN2C1CN(C(C2)CC1)C=1C=C2C(N(C(C2=CC1)=O)C1C(NC(CC1)=O)=O)=O 5-(5-((4-(4-Amino-3-(4-phenoxyphenyl)-1H-pyrazolo[3,4-d]pyrimidin-1-yl)cyclohexyl)methyl)-2,5-diazabicyclo[2.2.2]octane-2-yl)-2-(2,6-dioxopiperidin-3-yl)isoindoline-1,3-dione